tert-butyl (E)-(3-fluoro-2-(((2-((3-hydroxycyclopentyl)amino)benzo[d]oxazol-6-yl)oxy)methyl)allyl)carbamate F/C=C(\CNC(OC(C)(C)C)=O)/COC1=CC2=C(N=C(O2)NC2CC(CC2)O)C=C1